1-((3,3-difluorocyclopentyl)methyl)-3-methyl-N-(3-sulfamoylphenyl)-4-(trifluoromethoxy)-1H-pyrazole-5-carboxamide FC1(CC(CC1)CN1N=C(C(=C1C(=O)NC1=CC(=CC=C1)S(N)(=O)=O)OC(F)(F)F)C)F